N-arachidoyl-dopamine methyl-2-butoxy-5-hydroxy-2,3-dihydrobenzofuran-4-carboxylate COC(=O)C=1C(=CC=C2C1CC(O2)OCCCC)O.C(CCCCCCCCCCCCCCCCCCC)(=O)NCCC2=CC(O)=C(O)C=C2